5-(4-(1-methyl-1H-pyrazol-4-yl)-7H-pyrrolo[2,3-d]pyrimidin-5-yl)-N-(1-methylpiperidin-4-yl)pyrazolo[1,5-a]pyridine-3-carboxamide CN1N=CC(=C1)C=1C2=C(N=CN1)NC=C2C2=CC=1N(C=C2)N=CC1C(=O)NC1CCN(CC1)C